FC(F)(F)SC(F)(F)F.[Ag+] silver (I) trifluoromethylsulfide